1,1'-((2R,3R)-2,3-dihydroxybutane-1,4-diyl)bis(2-(1-ethyl-3-methyl-1H-pyrazole-5-carboxamido)-1H-benzo[d]imidazole-5-carboxamide) O[C@H](CN1C(=NC2=C1C=CC(=C2)C(=O)N)NC(=O)C2=CC(=NN2CC)C)[C@@H](CN2C(=NC1=C2C=CC(=C1)C(=O)N)NC(=O)C1=CC(=NN1CC)C)O